2-methylbutyl isovalerate C(CC(C)C)(=O)OCC(CC)C